(4-chloro-2-fluoro-phenyl)-7-[(2S)-2-(1-cyclobutylpyrazol-4-yl)morpholin-4-yl]-2,3-dimethyl-pyrazino[1,2-a]pyrimidin-4-one ClC1=CC(=C(C=C1)C1=C(N=CC=2N1C(C(=C(N2)C)C)=O)N2C[C@@H](OCC2)C=2C=NN(C2)C2CCC2)F